methyl-4-butyl-morpholine CC1N(CCOC1)CCCC